FC1=C(C=C(CC2(N=C(C=3C(=N2)N(NC3)C3CCOCC3)NC3=NNC(=C3)C)N)C=C1)NC1CCOCC1 6-{4-fluoro-3-[(tetrahydro-2H-pyran-4-yl)amino]benzyl}-N4-(5-methyl-1H-pyrazol-3-yl)-1-(tetrahydro-2H-pyran-4-yl)-1H-pyrazolo[3,4-d]pyrimidine-4,6-diamine